4-Bromo-2-fluoro-6-((5S,6R)-6-methyl-2,4-dioxo-1,3,8-triazaspiro[4.5]decan-8-yl)benzaldehyde BrC1=CC(=C(C=O)C(=C1)N1C[C@H]([C@]2(C(NC(N2)=O)=O)CC1)C)F